acryloyloxyethyltrimellitic acid C(C=C)(=O)OCCC1=C(C(C(=O)O)=CC=C1C(=O)O)C(=O)O